5-Amino-3-[4-[2-[[3-(cyclobutylmethyl)isoxazol-5-yl]amino]-2-oxo-ethyl]phenyl]-1-isopropyl-pyrazole-4-carboxamide NC1=C(C(=NN1C(C)C)C1=CC=C(C=C1)CC(=O)NC1=CC(=NO1)CC1CCC1)C(=O)N